[Al].[W].[Ti] titanium-tungsten aluminum